OC1=NC(=NC=2C(N(CCCC21)C2=CC=CC1=CC=CC=C21)=O)SC 4-hydroxy-2-(methylthio)-8-(naphthalen-1-yl)-5,6,7,8-tetrahydro-9H-pyrimido[4,5-c]azepin-9-one